C(C)(=O)C1=CC=C(C=C1)C(C(=O)OCCC(CCC=C(C)C)C)=O 3,7-dimethyl-6-octenyl 2-(4-acetylphenyl)-2-oxoacetate